BrC1=NN(C(=C1)C(=O)NC1=C(C=C(C=C1C(=O)NC)Cl)C)C1=NC=CC=C1Cl 3-bromo-N-[4-chloro-2-methyl-6-[(methylamino)carbonyl]phenyl]-1-(3-chloro-2-pyridinyl)-1H-pyrazole-5-amide